N-{4-[2-((3R,4R)-3,4-dihydroxypyrrolidinyl)-2-oxoethyl]phenyl}{[(4-chlorophenyl)methyl]amino}carboxamide O[C@@H]1CN(C[C@H]1O)C(CC1=CC=C(C=C1)NC(=O)NCC1=CC=C(C=C1)Cl)=O